FC(C(=O)O)(F)F.C1CNCCC12CCC(CC2)CC=2C=CC(=NC2)C2=C1CCN(C1=CC=C2)C=2C=C(C=1N(N2)C(=CN1)C(=O)N[C@H]1[C@H](C1)F)NC 6-[4-(5-{3-Azaspiro[5.5]undecan-9-ylmethyl}pyridin-2-yl)-2,3-dihydroindol-1-yl]-N-[(1R,2S)-2-fluorocyclopropyl]-8-(methylamino)imidazo[1,2-b]pyridazine-3-carboxamide trifluoroacetate